NC1=NC=CC=C1C1=NC=2C(=NC=CC2)N1C1=CC=C(C=C1)C(N1CCC(CC1)NC1=NC(=NC=C1)C#N)([2H])[2H] 4-((1-((4-(2-(2-aminopyridin-3-yl)-3H-imidazo[4,5-b]pyridin-3-yl)phenyl)methyl-d2)piperidin-4-yl)amino)pyrimidine-2-carbonitrile